8-(2-chlorophenyl)-7-(4-chlorophenyl)-3-cyclohexyl-2,3,6,7-tetrahydro-1H-purine-2,6-dione ClC1=C(C=CC=C1)C1=NC=2N(C(NC(C2N1C1=CC=C(C=C1)Cl)=O)=O)C1CCCCC1